(2R,3R,4R,5S)-6-((4-(aminomethyl)benzyl)(ethyl)amino)hexane-1,2,3,4,5-pentaol hydrochloride Cl.NCC1=CC=C(CN(C[C@@H]([C@H]([C@@H]([C@@H](CO)O)O)O)O)CC)C=C1